(2S)-4,6-dioxopiperidine-1,2-dicarboxylic acid 1,2-di-tert-butyl ester C(C)(C)(C)OC(=O)N1[C@@H](CC(CC1=O)=O)C(=O)OC(C)(C)C